C(C(CCC)CCC)(=O)[O-] Valproate